ClC1=CC(=CC(=N1)N1CCN(CC1)S(=O)(=O)C1=CC=C(C=C1)NC(C1=C(C=CC(=C1)CN1C2C(CC1)CN(C2)C)OC)=O)C(F)(F)F N-[4-[4-[6-chloro-4-(trifluoromethyl)-2-pyridyl]piperazin-1-yl]sulfonylphenyl]-2-methoxy-5-[(5-methyl-2,3,3a,4,6,6a-hexahydropyrrolo[3,4-b]pyrrol-1-yl)methyl]benzamide